S1C(=NC2=C1C=CC=C2)C#N benzo[d]thiazole-2-carbonitrile